lithium magnesium copper platinum [Pt].[Cu].[Mg].[Li]